C(C(=C)C)(=O)OCCCN(CCCCC(=O)O)C 5-(2-methacryloxyethyl-dimethylamino)valeric acid